C(C1=CC=CO1)S FURFURYLMERCAPTAN